(2R,3S,5R)-5-(4-amino-2-chloro-7H-pyrrolo[2,3-d]pyrimidin-7-yl)-2-ethynyl-2-(hydroxymethyl)tetrahydrofuran-3-yl ((1-methyl-2-oxo-1,2-dihydropyridin-3-yl)methyl) carbonate C(O[C@@H]1[C@](O[C@H](C1)N1C=CC2=C1N=C(N=C2N)Cl)(CO)C#C)(OCC=2C(N(C=CC2)C)=O)=O